Tris(phenylpyrazole) iridium [Ir].C1(=CC=CC=C1)C1=NNC=C1.C1(=CC=CC=C1)C1=NNC=C1.C1(=CC=CC=C1)C1=NNC=C1